2-[(dodecylthio)thio]-2-methylpropanoic acid C(CCCCCCCCCCC)SSC(C(=O)O)(C)C